C(CCCCCCCCCCC)(=O)OOC(CCCCCCCCCCC)=O bislauroyl peroxide